ClC1=C(C=CC=C1)CC(=O)NC1=CC(=C(C=C1)C=1C=NN(C1)CC(C)(C)O)S(N=CN(C)C)(=O)=O 2-(2-Chlorophenyl)-N-(3-{[(dimethylamino)methylene]sulfamoyl}-4-[1-(2-hydroxy-2-methylpropyl)-1H-pyrazol-4-yl]phenyl)acetamide